N1=C2C=3N=C(C(=NC3C3=C(C2=NC(=C1C#N)C#N)N=C(C(=N3)C#N)C#N)C#N)C#N 1,4,5,8,9,12-hexaazabenzophenanthrene-2,3,6,7,10,11-Hexacarbonitrile